di((Z)-non-2-en-1-yl)9-((4-(dimethylamino)butyryl)oxy)heptadecane C(\C=C/CCCCCC)C(CCCCCCCC(CCCCCCCC)OC(CCCN(C)C)=O)C\C=C/CCCCCC